FC=1C(=C2C(=NC1)N=C(N2)C(=O)O)C 6-fluoro-7-methyl-1H-imidazo[4,5-b]pyridine-2-carboxylic acid